C1=CC=C2N1C1=CC=CC=C1NC2C=2C(=NC=CN2)N2CCN(CC2)CCN(C)C 2-(4-(3-(4,5-Dihydropyrrolo[1,2-a]quinoxalin-4-yl)pyrazin-2-yl)piperazin-1-yl)-N,N-dimethylethan-1-amine